2-[2-(cyclopropanecarbonyl)-2,8-diazaspiro[4.5]decan-8-yl]-4-[[5-(4-hydroxy-1-piperidyl)-2-pyridyl]amino]-6H-1,6-naphthyridin-5-one C1(CC1)C(=O)N1CC2(CC1)CCN(CC2)C2=NC=1C=CNC(C1C(=C2)NC2=NC=C(C=C2)N2CCC(CC2)O)=O